N1C(=CC2=CC=CC=C12)B1OC(C)(C)C(C)(C)O1 1H-Indole-2-boronic acid pinacol ester